4,6-diaminosym-triazine NC1=NC=NC(=N1)N